(R)-4-(4,4-diethyl-2-imino-6-oxotetrahydropyrimidin-1(2H)-yl)-N-((3S,4R)-3-hydroxy-2,2-dimethylchroman-4-yl)thiochromane-6-carboxamide 1,1-dioxide C(C)C1(NC(N(C(C1)=O)[C@@H]1CCS(C2=CC=C(C=C12)C(=O)N[C@H]1[C@@H](C(OC2=CC=CC=C12)(C)C)O)(=O)=O)=N)CC